C(C)C=1C(NC2=CC(=CC=C2N1)CO)=O 3-ethyl-7-(hydroxymethyl)-1H-quinoxalin-2-one